2-Pentyl-cyclopentanon C(CCCC)C1C(CCC1)=O